C(C)OC(C(=O)C1=CC(=C(N1C)C)C(=O)OCC)=O ethyl 5-(2-ethoxy-2-oxoacetyl)-1,2-dimethyl-1H-pyrrole-3-carboxylate